4,6-difluoro-1-methylindazole-5-carbaldehyde FC1=C2C=NN(C2=CC(=C1C=O)F)C